ClC1=CC=C2C(=CNC2=C1Cl)S(=O)(=O)NC1=NC=C(C=C1OC)OCC(F)F 6,7-dichloro-N-[5-(2,2-difluoroethoxy)-3-methoxypyridin-2-yl]-1H-indole-3-sulfonamide